dicyclopentadienyl-[2,6-difluoro-3-(pyrrol-1-yl)-phenyl]titanium C1(C=CC=C1)[Ti](C1=C(C(=CC=C1F)N1C=CC=C1)F)C1C=CC=C1